tert-butyl (1S,4S)-5-(2-((2-(4'-isopropyl-[1,1'-biphenyl]-4-carbonyl)-1,2,3,4-tetrahydroisoquinolin-6-yl)oxy)-2-methylpropanoyl)-2,5-diazabicyclo[2.2.1]heptane-2-carboxylate C(C)(C)C1=CC=C(C=C1)C1=CC=C(C=C1)C(=O)N1CC2=CC=C(C=C2CC1)OC(C(=O)N1[C@@H]2CN([C@H](C1)C2)C(=O)OC(C)(C)C)(C)C